BrC1=C(C=C2C(=C(C(=NC2=C1F)O)[N+](=O)[O-])O)I 7-bromo-8-fluoro-6-iodo-3-nitroquinoline-2,4-diol